CN1N=CC(=C1)C=1C=NC2=CC=C(C=C2N1)N 3-(1-methyl-1H-pyrazol-4-yl)quinoxalin-6-amine